(4-(cyclopropylcarbamoyl)phenyl)-1-(1-(2-fluoroacryloyl)azetidin-3-yl)-3-(4-(trifluoromethyl)phenyl)-1H-indazole-7-carboxamide C1(CC1)NC(=O)C1=CC=C(C=C1)C1=C2C(=NN(C2=C(C=C1)C(=O)N)C1CN(C1)C(C(=C)F)=O)C1=CC=C(C=C1)C(F)(F)F